C(C)O[Si](CCCSSCCC[Si](OCC)(OCC)OCC)(OCC)OCC 3-(triethoxysilyl)propyldisulfide